NC1=CC=C(C=C1)N1CCN(CC1)CCCCCOC1=C2CN(CC2=CC=C1)C1C(NC(CC1)=O)=O 4-((5-(4-(4-aminophenyl)piperazin-1-yl)pentyl)oxy)-2-(2,6-dioxopiperidin-3-yl)isoindolin